FC=1C=C(C=CC1F)C1=C(N=C(C2=CC3=C(C=C12)C=NN3C3OCCCC3)C3=C(C=C(C(=O)O)C=C3)F)C3CCOCC3 4-[5-(3,4-difluorophenyl)-1-tetrahydropyran-2-yl-6-tetrahydropyran-4-yl-pyrazolo[4,3-g]isoquinolin-8-yl]-3-fluoro-benzoic acid